(2S,4S)-4-Fluoro-1-[2-[4-[furo[3,2-c]pyridin-7-yl(methyl)amino]-1-piperidyl]acetyl]pyrrolidin-2-carbonitril F[C@H]1C[C@H](N(C1)C(CN1CCC(CC1)N(C)C=1C2=C(C=NC1)C=CO2)=O)C#N